Cyclopenta[b]naphthalen-1-one C1(C=CC=2C1=CC1=CC=CC=C1C2)=O